tert-butyl (1-(4-(2-bromoacetyl)-3-fluorophenyl)cyclopropyl)carbamate BrCC(=O)C1=C(C=C(C=C1)C1(CC1)NC(OC(C)(C)C)=O)F